9-ethyl-6,6-dimethyl-3-((trimethylsilyl)ethynyl)-5,6-dihydro-11H-benzo[b]Carbazol-11-one C(C)C1=CC2=C(C(C=3NC4=CC(=CC=C4C3C2=O)C#C[Si](C)(C)C)(C)C)C=C1